ClC1=CC=NC=C1 4-chloropyridine